tert-butyl (3R,4R)-4-[[4-chloro-5-(trifluoromethyl)pyrimidin-2-yl] amino]-3-fluoropiperidine-1-carboxylate ClC1=NC(=NC=C1C(F)(F)F)N[C@H]1[C@@H](CN(CC1)C(=O)OC(C)(C)C)F